NC(C(=O)O)CC1=CC(=NC(=C1)Br)Br 2-amino-3-(2,6-dibromopyridin-4-yl)propanoic acid